2-(1-(4-chlorophenyl)vinyl)isoindoline-1,3-dione ClC1=CC=C(C=C1)C(=C)N1C(C2=CC=CC=C2C1=O)=O